2-(4-methoxybenzoylamino)-N-(2,4-dimethylphenyl)-1,3-selenazol-5-carboxamide COC1=CC=C(C(=O)NC=2[Se]C(=CN2)C(=O)NC2=C(C=C(C=C2)C)C)C=C1